DIMETHYL TETRACHLOROTEREPHTHALATE ClC1=C(C(=C(C(=C1C(=O)OC)Cl)Cl)C(=O)OC)Cl